diphenyl-(2-thienyl)sulfoxonium C1(=CC=CC=C1)[S+](=O)(C=1SC=CC1)C1=CC=CC=C1